ClC1=C(C(=CC=C1)Cl)NC1=C(C=CC=C1)CC(=O)OCN1C=CC2=C1N=CN=C2N(C)[C@H]2CN(CC[C@H]2C)C(CC#N)=O (4-(((3R,4R)-1-(2-cyanoacetyl)-4-methylpiperidin-3-yl) (methyl)amino)-7H-pyrrolo[2,3-d]pyrimidin-7-yl)methyl 2-(2-((2,6-dichlorophenyl) amino)phenyl)acetate